ClC1=CC=C(C=C1)C=1C(CCN(N1)C(=O)NS(=O)(=O)N1CCC(CC1)(F)F)C1=CC=CC=C1 6-(4-chlorophenyl)-N-[(4,4-difluoro-1-piperidyl)sulfonyl]-5-phenyl-4,5-dihydro-3H-pyridazine-2-carboxamide